BrC1=NN(C(=C1)C(=O)NC1=C(C(=O)NC(C(=O)O)CC2=CC(=CC=C2)F)C=C(C=C1C)Cl)C1=NC=CC=C1Cl (2-(3-bromo-1-(3-chloropyridin-2-yl)-1H-pyrazole-5-carboxamido)-5-chloro-3-methylbenzamido)-3-(3-fluorophenyl)propionic acid